N-(2-methoxy-4-(1-methyl-1H-pyrazol-4-yl)phenyl)-8-(3-methoxyazetidin-1-yl)pyrido[3,4-d]pyrimidin-2-amine COC1=C(C=CC(=C1)C=1C=NN(C1)C)NC=1N=CC2=C(N1)C(=NC=C2)N2CC(C2)OC